ClCC=1OCC(N1)C1=CC=CC=C1 2-chloromethyl-4-phenyloxazoline